9,9',9''-(5-(4-(9H-carbazol-9-yl)phenyl)-4-(tert-butyl)pyridine-2,3,6-triyl)tris(3,6-diphenyl-9H-carbazole) C1=CC=CC=2C3=CC=CC=C3N(C12)C1=CC=C(C=C1)C=1C(=C(C(=NC1N1C2=CC=C(C=C2C=2C=C(C=CC12)C1=CC=CC=C1)C1=CC=CC=C1)N1C2=CC=C(C=C2C=2C=C(C=CC12)C1=CC=CC=C1)C1=CC=CC=C1)N1C2=CC=C(C=C2C=2C=C(C=CC12)C1=CC=CC=C1)C1=CC=CC=C1)C(C)(C)C